C1(CC1)C1=CC(=NC=2N1N=C(C2)C=2C=CC(=NC2F)[C@H]2[C@@H](C2)C(=O)NS(=O)(=O)C)C(=O)N2[C@@H](C1=CC=CC=C1CC2)C Trans-2-(5-{7-Cyclopropyl-5-[(1R)-1-methyl-1,2,3,4-tetrahydroisoquinoline-2-carbonyl]pyrazolo[1,5-a]pyrimidin-2-yl}-6-fluoropyridin-2-yl)-N-methanesulfonylcyclopropane-1-carboxamide